C(C)OC(CCC(=O)N1CC2=CC(=C(C(=C2C1)Cl)OCCCBr)OC)=O 4-[5-(3-bromopropyloxy)-4-chloro-6-methoxy-isoindolin-2-yl]-4-oxobutanoic acid ethyl ester